2-(2,6-Dioxopiperidin-3-yl)-4-(((R)-3-(piperidin-4-yloxy)butyl)amino)isoindoline-1,3-dione O=C1NC(CCC1N1C(C2=CC=CC(=C2C1=O)NCC[C@@H](C)OC1CCNCC1)=O)=O